Rac-(4-amino-7-fluoro-1-methylimidazo[1,5-a]quinoxalin-8-yl)(7-(trifluoromethyl)-3,4,4a,9b-tetrahydrobenzofuro[3,2-b]pyridin-1(2H)-yl)methanone NC=1C=2N(C3=CC(=C(C=C3N1)F)C(=O)N1C3C(CCC1)OC1=C3C=CC(=C1)C(F)(F)F)C(=NC2)C